C(C)(=O)O[C@H]1[C@](O[C@@H]([C@H]1OC(C)=O)COP(=O)(OCOC(=O)OC(C)C)OCOC(=O)OC(C)C)(C#N)C1=CC=C2C(=NC=NN21)N (2R,3R,4R,5R)-2-(4-aminopyrrolo[2,1-f][1,2,4]triazine-7-yl)-5-((((bis(((isopropoxycarbonyl)oxy)methoxy)phosphoryl))oxy)methyl)-2-cyanotetrahydrofuran-3,4-diyl diacetate